CC1(C=C1)C(=O)NNCCCC[C@H](N)C(=O)O Nε-(1-methylcycloprop-2-enecarboxamido)-lysine